1-methyl-6-oxo-benzo[4,5]indolo[1,2-a]quinoxaline-5(6H)-carboxylic acid tert-butyl ester C(C)(C)(C)OC(=O)N1C(C=2N(C=3C(=CC=CC13)C)C1=CC=C3C(=C1C2)C=CC=C3)=O